C(#N)C(C(N)=S)=C(C)NC=1C=NC(=CC1C)CC(C)C 2-cyano-3-((6-isobutyl-4-methylpyridin-3-yl)amino)but-2-enethioamide